O=S1(CCN(CC1)C(=O)C1=C(C=C(C=C1)NC(=O)C1CC1)N1CCOCC1)=O N-[4-(1,1-dioxo-1,4-thiazinane-4-carbonyl)-3-morpholin-4-ylphenyl]cyclopropanecarboxamide